(R)-1-(5-((4-isopropyl-2-methylpiperazin-1-yl)methyl)benzo[d]isoxazol-3-yl)dihydropyrimidine-2,4(1H,3H)-dione Potassium carbonate C([O-])([O-])=O.[K+].C(C)(C)N1C[C@H](N(CC1)CC=1C=CC2=C(C(=NO2)N2C(NC(CC2)=O)=O)C1)C.[K+]